(Glycidyloxypropyl)diethoxysilan C(C1CO1)OCCC[SiH](OCC)OCC